SCCC[Si](OC)(OC)OC 3-mercaptopropyl-trismethoxysilane